2,2-difluoro-cyclopropaneboronic acid FC1(C(C1)B(O)O)F